NC=1N=C(C=C2C=C(N=CC12)NC(=O)[C@H]1[C@@H](C1)C=1C=NN(C1)C)C1=C(C=CC(=C1)O)C trans-N-[8-amino-6-(5-hydroxy-2-methylphenyl)-2,7-naphthyridin-3-yl]-2-(1-methyl-1H-pyrazol-4-yl)cyclopropane-1-carboxamide